FC=1C=NC=C(C1)N=CC=1C=C2N=CC=NC2=CC1 3-fluoro-5-((quinoxalin-6-ylmethylene)amino)pyridin